ClC=1C(=NC(=NC1)NC=1C=C2C(=NC1)NN=C2C=2C(=NC=CC2)F)NC2=C(C=CC=C2)P(C)C (2-((5-chloro-2-((3-(2-fluoropyridin-3-yl)-1H-pyrazolo[3,4-b]pyridin-5-yl)amino)pyrimidin-4-yl)amino)phenyl)dimethylphosphine